NC1=NC=2C=CC=CC2C2=C1N=C(N2CC2=CC=C(CNC(OC(C)(C)C)=O)C=C2)CO tert-butyl (4-((4-amino-2-(hydroxymethyl)-1H-imidazo[4,5-c]quinolin-1-yl)methyl)benzyl)carbamate